1-(5-bromopyrimidin-2-yl)pyrazole-4-carboxylic acid BrC=1C=NC(=NC1)N1N=CC(=C1)C(=O)O